C1[C@@H]([C@H]([C@@H]([C@H]([C@@H]1N)O[C@@H]2[C@@H]([C@H]([C@@H]([C@H](O2)CO)O)O)O)O)O[C@@H]3[C@@H]([C@H]([C@@H]([C@H](O3)CO)O)O)N)N The molecule is a kanamycin that is kanamycin C in which the 3''-amino group has been replaced by a hydroxy group. It derives from a kanamycin C. It is a conjugate acid of a 3''-deamino-3''-hydroxykanamycin C(3+).